ClC=1C=C(C=CC1Cl)C=1N(C=C(C(C1C(=O)OCC)=O)I)CC ethyl 2-(3,4-dichlorophenyl)-1-ethyl-5-iodo-4-oxo-pyridine-3-carboxylate